COC1=C(C=NNC(=O)C=2N=NNC2)C=CC=C1 (2-methoxybenzylidene)-1H-1,2,3-triazole-4-carbohydrazide